COC(C1=CC(=CC=C1)OC1CC1)=O 3-(Cyclopropyloxy)benzoic acid methyl ester